N(=[N+]=[N-])C1=CC(=C(C=C1)NCCC1=CC=C(C=C1)CCN1[C@@H]([C@H]([C@@H]([C@H](C1)O)O)O)CO)[N+](=O)[O-] (2R,3R,4R,5S)-1-[2-(4-{2-[(4-azido-2-nitrophenyl)amino]ethyl}phenyl)ethyl]-2-(hydroxymethyl)piperidine-3,4,5-triol